4-tertiary butyl-pyridine C(C)(C)(C)C1=CC=NC=C1